2-(tert-butylcarbonylamino)acetic acid C(C)(C)(C)C(=O)NCC(=O)O